NCCOCCOCCNC1=NC(=NC(=N1)NC1CCCC1)C1=CC=C(C=C1)F N2-[2-[2-(2-aminoethoxy)ethoxy]ethyl]-N4-cyclopentyl-6-(4-fluorophenyl)-1,3,5-triazine-2,4-diamine